C(C)(C)(C)OC(=O)N1CCC2(CC1)NC(C=1N2C(C(=CC1Cl)Br)=O)=O 6-bromo-8-chloro-1,5-dioxo-1,5-dihydro-2H-spiro[imidazo[1,5-a]pyridine-3,4'-piperidine]-1'-carboxylic acid tert-butyl ester